1-Vinyl-2-pyrrolidone C(=C)N1C(CCC1)=O